COCC(=O)NCC=1SC(=CC1)C(CSC=1C2=C(N=C(N1)C)N=CC(=C2)OC)=O 2-methoxy-N-((5-(2-((6-methoxy-2-methylpyrido[2,3-d]pyrimidin-4-yl)thio)acetyl)thiophen-2-yl)methyl)acetamide